C(C1=CC=CC=C1)OC([C@H](CO)NC(CN1CCOCC1)=O)=O (2S)-3-hydroxy-2-[2-(morpholin-4-yl)acetamido]propionic acid benzyl ester